7-(2-((2r,3aR,5s,6aS)-5-acetylaminooctahydropentalene-2-carboxamido)-5-fluoropyridin-4-yl)-2,2-dimethyl-2,3-dihydro-1H-pyrrolizine-5-carboxamide C(C)(=O)NC1C[C@H]2CC(C[C@H]2C1)C(=O)NC1=NC=C(C(=C1)C=1C=C(N2CC(CC12)(C)C)C(=O)N)F